(1R,2S,5S)-N-[cyano(imidazo[1,5-a]pyridin-5-yl)methyl]-3-[(2S)-3,3-dimethyl-2-[(2,2,2-trifluoroacetyl)amino]butanoyl]-6,6-dimethyl-3-azabicyclo[3.1.0]hexane-2-carboxamide C(#N)C(NC(=O)[C@@H]1[C@H]2C([C@H]2CN1C([C@H](C(C)(C)C)NC(C(F)(F)F)=O)=O)(C)C)C1=CC=CC=2N1C=NC2